pyridin-2-ylamine hydrochloride hydrate O.Cl.N1=C(C=CC=C1)N